C1(CC1)CN1CCC(CC1)N1C(NC2=C1C=C(C(=C2)C=2C=C(C=1N(C2)N=CN1)OC)C(C)C)=O 1-(1-(cyclopropylmethyl)piperidin-4-yl)-6-isopropyl-5-(8-methoxy-[1,2,4]triazolo[1,5-a]pyridin-6-yl)-1,3-dihydro-2H-benzo[d]imidazol-2-one